OCC1=NN(C=C1NC(=O)C=1N=C(OC1)C1=CC(=NC=C1)N(C(OC(C)(C)C)=O)CC(F)(F)F)C tert-butyl N-[4-[4-[[3-(hydroxymethyl)-1-methyl-pyrazol-4-yl]carbamoyl]oxazol-2-yl]-2-pyridyl]-N-(2,2,2-trifluoroethyl)carbamate